N-(2-carbamoylpyridin-4-yl)-2-(4-fluoro-2-methylphenoxy)-4-(trifluoromethyl)benzamide C(N)(=O)C1=NC=CC(=C1)NC(C1=C(C=C(C=C1)C(F)(F)F)OC1=C(C=C(C=C1)F)C)=O